C(C)OC1(CCCCC1)OCC diethoxycyclohexane